NC=1C=CC2=C(NC(=N2)C2=C(C(=O)O)C=C(C=C2)[N+](=O)[O-])C1 2-(6-amino-1H-benzo[d]imidazol-2-yl)-5-nitrobenzoic acid